N-{2-chloro-8-(4-chlorophenoxy)-5,6,7,8-tetrahydroquinolin-5-yl}acrylamide ClC1=NC=2C(CCC(C2C=C1)NC(C=C)=O)OC1=CC=C(C=C1)Cl